(2s,3r)-methyl-3-(2,6-dichlorophenyl)-2,3-dihydroxypropionate COC([C@H]([C@H](O)C1=C(C=CC=C1Cl)Cl)O)=O